1-(3-(p-tolyl)prop-2-yn-1-yl)-1H-indole C1(=CC=C(C=C1)C#CCN1C=CC2=CC=CC=C12)C